4-{1-[(6-Bromopyrid-3-yl)methyl](2-fluoroethyl)amino}furan-2(5H)-on BrC1=CC=C(C=N1)CC(CF)NC1=CC(OC1)=O